5-((4-(2-Hydroxyethyl)piperazin-1-yl)sulfonyl)-2-propoxybenzoic acid OCCN1CCN(CC1)S(=O)(=O)C=1C=CC(=C(C(=O)O)C1)OCCC